FC1=C2CNC(C2=CC(=C1)C(C)(C)O)=O 4-fluoro-6-(2-hydroxypropan-2-yl)-2,3-dihydro-1H-isoindol-1-one